C1(=CC=CC=C1)C(CC=COC(C(=O)OC)C)C (±)-methyl 2-((4-phenylpent-1-en-1-yl)oxy)propanoate